2-(5-((1R,5S,6r)-3-((tert-butyldiphenylsilyl)oxy)bicyclo[3.1.0]hexan-6-yl)-1-isopropyl-1H-pyrazol-3-yl)-6-(trifluoromethyl)pyridine [Si](C1=CC=CC=C1)(C1=CC=CC=C1)(C(C)(C)C)OC1C[C@H]2C([C@H]2C1)C1=CC(=NN1C(C)C)C1=NC(=CC=C1)C(F)(F)F